methylacetylene (methylacetimidate) CCC(O)=N.CC#C